4-methoxyphenyl-4-bromobutyl ether COC1=CC=C(C=C1)C(CCCOCCCC(C1=CC=C(C=C1)OC)Br)Br